3,6-dichloro-1-(1,1-dideuterio-3-tetrahydropyran-2-yloxy-propyl)pyrazolo[3,4-d]pyrimidine ClC1=NN(C2=NC(=NC=C21)Cl)C(CCOC2OCCCC2)([2H])[2H]